CN1N=CC=2C1=NC(=CC2N2CCC(CC2)C=2C=NC(=CC2C)N2CCNCC2)C 1,6-dimethyl-4-[4-(4-methyl-6-piperazin-1-yl-3-pyridyl)-1-piperidyl]pyrazolo[3,4-b]pyridine